O1C=CC2=C1C=CC(=C2)S(=O)(=O)N2CC1=C(C2)CN(C1)C(=O)C1(CC1)CNC(OC(C)(C)C)=O tert-butyl ((1-(5-(benzofuran-5-ylsulfonyl)-1,2,3,4,5,6-hexahydropyrrolo[3,4-c]pyrrole-2-carbonyl)cyclopropyl)methyl)carbamate